P(=O)(OC(C)(C)C)(OC(C)(C)C)OCOC1=CC=C(C=C1)C1=COC2=CC(=CC(=C2C1=O)O)OCOC di-tert-butyl ((4-(5-hydroxy-7-(methoxymethoxy)-4-oxo-4H-chromen-3-yl)-phenoxy)methyl) phosphate